ClC=1C=NC(=NC1)CN1C(=NC2=C1C=CC(=C2)F)N2C[C@H]([C@@H](CC2)F)N (3R,4R)-1-(1-((5-Chloropyrimidin-2-yl)methyl)-5-fluoro-1H-benzo[d]imidazol-2-yl)-4-fluoropiperidin-3-amin